[C-]#N.C(CCCCCCC)[NH+]1CCC(CC1)CCCC 1-octyl-4-butylpiperidinium cyanide